FC([C@@](C)(O)[C@H]1[C@@H]2CCN([C@H]([C@H]2CCC1)C)C(CC1=C(C(=NC=C1Cl)C(C)O)Cl)=O)F 1-[(1S,4aR,5R,8aS)-5-[(1S)-2,2-difluoro-1-hydroxy-1-methylethyl]-1-methyl-3,4,4a,5,6,7,8,8a-octahydro-1H-isoquinolin-2-yl]-2-[3,5-dichloro-2-(1-hydroxyethyl)-4-pyridyl]ethanone